FC1(C(C=O)C=CC=N1)OC 2-fluoro-2-methoxynicotinaldehyde